CC=1SC(=C(N1)C)C=1C=CC(N(N1)CC1CCN(CC1)C1=NC=C(C=N1)F)=O 6-(2,4-dimethyl-1,3-thiazol-5-yl)-2-[[1-(5-fluoropyrimidin-2-yl)piperidin-4-yl]methyl]pyridazin-3-one